FC1=C(C=CC=C1)[C@@H]1[C@H](OC2(O1)CCCC2)CO ((2R,3R)-3-(2-fluorophenyl)-1,4-dioxaspiro[4.4]non-2-yl)methanol